(3S)-3-(3-fluoro-4-methoxyphenyl)-3-(2-oxo-3-(3-(5,6,7,8-tetrahydro-1,8-naphthyridin-2-yl)propyl)-azetidin-1-yl)propionic acid FC=1C=C(C=CC1OC)[C@H](CC(=O)O)N1C(C(C1)CCCC1=NC=2NCCCC2C=C1)=O